FC(C=1C=C(C=CC1)N1C(=NN=C1)C1C2C(C(N1C1=NC(=CC(=C1)C(F)(F)F)C)=O)CCC2)(F)F 3-(4-(3-(trifluoromethyl)phenyl)-4H-1,2,4-triazol-3-yl)-2-(6-methyl-4-(trifluoromethyl)pyridin-2-yl)hexahydrocyclopenta[c]pyrrol-1(2H)-one